NC1=NC=CC(=C1)CN([C@@H]1CN(CCC1)C=1C=NC(=CC1)C)CC1=CN2C3=C(C(=C(C=C3C1=O)F)F)OCC2C 6-((((2-aminopyridin-4-yl)methyl)((S)-1-(6-methylpyridin-3-yl)piperidin-3-yl)amino)methyl)-9,10-difluoro-3-methyl-2H-[1,4]oxazino[2,3,4-ij]quinolin-7(3H)-one